N-(1-(3-(cyanomethyl)azetidin-3-yl)-3-(2-(difluoromethoxy)-5-(methylthio)phenyl)-1H-pyrazol-4-yl)pyrazolo[1,5-a]pyrimidine-3-carboxamide C(#N)CC1(CNC1)N1N=C(C(=C1)NC(=O)C=1C=NN2C1N=CC=C2)C2=C(C=CC(=C2)SC)OC(F)F